C1(CC1)C=1C=C(C(=NC1)C=1N(C2=C(N1)C=C1C(=C2)OC(O1)(F)F)C)S(=O)(=O)CC 6-(5-cyclopropyl-3-ethylsulfonyl-pyridin-2-yl)-2,2-difluoro-5-methyl-5H-[1,3]dioxolo[4',5':4,5]benzo[1,2-d]imidazole